2-buten-2-yl-benzene C=C(CC)C1=CC=CC=C1